3-[3-[tert-butyl(dimethyl)silyl]oxypropylsulfanyl]-6-chloropyridazin-4-amine [Si](C)(C)(C(C)(C)C)OCCCSC=1N=NC(=CC1N)Cl